1,2,3-trichlorotoluene ClC1(C)C(C(=CC=C1)Cl)Cl